N-[(4-cyclopropanesulfonamidopyridin-2-yl)methyl]-2-methyl-4-oxo-5H-pyrrolo[1,2-a]quinoxaline-8-carboxamide C1(CC1)S(=O)(=O)NC1=CC(=NC=C1)CNC(=O)C1=CC=C2NC(C=3N(C2=C1)C=C(C3)C)=O